COC1=C2C3C(C(OC2=CC(=C1)CC#CCCCCC)(C)C)CC=C(C3)C 1-Methoxy-6,6,9-trimethyl-3-oct-2-ynyl-6a,7,10,10a-tetrahydrobenzo[c]chromene